[(3R)-4-[(3-amino-3-oxo-propyl)amino]-3-[(3R)-3-butanoyloxybutanoyl]oxy-2,2-dimethyl-4-oxo-butyl] (3R)-3-butanoyloxybutanoate C(CCC)(=O)O[C@@H](CC(=O)OCC([C@H](C(=O)NCCC(=O)N)OC(C[C@@H](C)OC(CCC)=O)=O)(C)C)C